[N,N'-bis[(2-hydroxy-5-sulfonatophenyl)-methylene]-1,2-diaminoethane] manganese (III) chloride [Cl-].[Mn+3].OC1=C(C=C(C=C1)S(=O)(=O)[O-])C=NCCN=CC1=C(C=CC(=C1)S(=O)(=O)[O-])O